C(=O)O.CN1C(C2(C3=C1C=NC=1C=CC(=CC31)C=3C=C(C(=NC3)OCCCNC)NS(=O)(=O)C)CCC2)=O N-(5-(3'-methyl-2'-oxo-2',3'-dihydrospiro[cyclobutane-1,1'-pyrrolo[2,3-c]quinolin]-8'-yl)-2-(3-(methylamino)propoxy)pyridin-3-yl)methanesulfonamide formate salt